CC1=C(C(=CC(=C1)C)C)C1=C(C=CC=C1)C1=NC=2C(CCCC2C=C1)=O 2-(2,4,6-trimethylphenyl)-phenyl-6,7-dihydro-5H-quinolin-8-one